1-(2,4-bis(benzyloxy)-5-fluorophenyl)ethan-1-amine C(C1=CC=CC=C1)OC1=C(C=C(C(=C1)OCC1=CC=CC=C1)F)C(C)N